ethyl-i-propyl Sulfone C(C)S(=O)(=O)C(C)C